COCOC=1C=C(C2=C(C=CC=C2C1)C#C[Si](C(C)C)(C(C)C)C(C)C)OS(=O)(=O)C(F)(F)F Trifluoromethanesulfonic acid (3-(methoxymethoxy)-8-((triisopropylsilyl) ethynyl)-naphthalene-1-yl) ester